3-benzyl-2-bromo-9-methyl-4H,6H-thieno[2,3-e][1,2,4]triazolo[3,4-c][1,4]oxazepine C(C1=CC=CC=C1)C1=C(SC=2N3C(COCC21)=NN=C3C)Br